The molecule is an apo carotenoid compound arising from oxidative degradation of the beta,beta-carotene skeleton at the 6'-position. It is an apo carotenoid and an enal. CC1=C(C(CCC1)(C)C)/C=C/C(=C/C=C/C(=C/C=C/C=C(\\C)/C=C/C=C(\\C)/C=C/C=O)/C)/C